N1C=CN=CC(=C1)CC(=O)N [1,4]diazepin-6-acetamide